2-(5-(2-(((R)-((R)-8-cyano-1,2,3,4-tetrahydroquinoxalin-2-yl)(phenyl)methyl)amino)ethyl)-2-methylthiophen-3-yl)acetic acid C(#N)C=1C=CC=C2NC[C@@H](NC12)[C@@H](C1=CC=CC=C1)NCCC1=CC(=C(S1)C)CC(=O)O